(6S,7R)-N-ethyl-2-oxo-7-({[(CIS)-4-phenylcyclohexyl]oxy}methyl)-1,8-diazaspiro[5.5]undecane-8-carboxamide C(C)NC(=O)N1[C@H]([C@]2(CCCC(N2)=O)CCC1)CO[C@@H]1CC[C@@H](CC1)C1=CC=CC=C1